3-(4-(((4-(((adamantan-1-yl)amino)methyl)thiazol-2-yl)methyl)amino)phenyl)piperidine-2,6-dione C12(CC3CC(CC(C1)C3)C2)NCC=2N=C(SC2)CNC2=CC=C(C=C2)C2C(NC(CC2)=O)=O